2-diphenylphosphino-2'-(N,N'-dimethylamino)biphenyl C1(=CC=CC=C1)P(C1=C(C=CC=C1)C1=C(C=CC=C1)N(C)C)C1=CC=CC=C1